N-(6-(1-cyanospiro[2.2]pentan-1-yl)isoquinolin-3-yl)-2-(1-methyl-1H-pyrazol-3-yl)cyclopropane-1-carboxamide C(#N)C1(CC12CC2)C=2C=C1C=C(N=CC1=CC2)NC(=O)C2C(C2)C2=NN(C=C2)C